methyl (10-(3,5-difluorophenyl)-6-hydroxy-[1,2,4]triazolo[5,1-a]isoquinoline-5-carbonyl)glycinate FC=1C=C(C=C(C1)F)C=1C=CC=C2C(=C(N3C(C12)=NC=N3)C(=O)NCC(=O)OC)O